trihydrazonotriazine N(N)=C1C(C(N=NN1)=NN)=NN